BrC1=CC=C(C=C1)[C@@H]1[C@@H]2CN(CC[C@H](CN2[C@@H]1CO)N(C)C)C(=O)NC1=CC=C(C=C1)OC (3R,8R,9R,10S)-9-(4-bromophenyl)-3-(dimethylamino)-10-(hydroxymethyl)-N-(4-methoxyphenyl)-1,6-diazabicyclo[6.2.0]decane-6-carboxamide